2-acetylamino-2-deoxy-D-glucopyranose C(C)(=O)N[C@H]1C(O)O[C@@H]([C@H]([C@@H]1O)O)CO